ClC1=CC(=C2C=NNC2=C1)C1(C[C@@H]2[C@@H](CN(C2)C(=O)OC)C1)O (3aR,5r,6aS)-methyl 5-(6-chloro-1H-indazol-4-yl)-5-hydroxyhexahydrocyclopenta[c]pyrrole-2(1H)-carboxylate